4,7-bis(4-(3-methoxyphenoxy)butyl)-1,3-diiminobenzisoindoline COC=1C=C(OCCCCC2=C3C(NC(C3=C3C(=C2)C=C(C=C3)CCCCOC3=CC(=CC=C3)OC)=N)=N)C=CC1